(R)-1-((bis(benzyloxy)phosphoryl)oxy)-3-(docosyloxy)propan-2-yl methylcarbamate CNC(O[C@@H](COP(=O)(OCC1=CC=CC=C1)OCC1=CC=CC=C1)COCCCCCCCCCCCCCCCCCCCCCC)=O